Cl.Cl.Cl.NC1=C(C(=O)OC)C=CC(=C1)C1NCCN(CC1)C methyl 2-amino-4-(1-methyl-1,4-diazepan-5-yl)benzoate trihydrochloride